ClC=1C=CC2=C(N=C(O2)N2CC3C(C3C2)NC(=O)C=2OC(=CC2)C(F)(F)F)C1 N-[3-(5-chloro-1,3-benzoxazol-2-yl)-3-azabicyclo[3.1.0]hexane-6-yl]-5-(trifluoromethyl)furan-2-carboxamide